[K].ClC=1C=CC=CC1 3-chlorobenzene potassium